ClC1=CC=2C[C@H]3OCCN[C@H]3C2C=C1 (4aS,9aR)-7-chloro-2,3,4,4a,9,9a-hexahydroindeno[2,1-b][1,4]oxazine